8-(4-(cyclopropylaminomethyl)phenyl)-2-(4-hydroxyphenyl)-5,7-dimethoxy-4H-chromen-4-one C1(CC1)NCC1=CC=C(C=C1)C=1C(=CC(=C2C(C=C(OC12)C1=CC=C(C=C1)O)=O)OC)OC